hexadecanediol diacrylate C(C=C)(=O)OC(CCCCCCCCCCCCCCC)OC(C=C)=O